4-bromo-1-(3-chloro-5-fluorophenyl)pyrazole BrC=1C=NN(C1)C1=CC(=CC(=C1)F)Cl